C(=O)O.NCCOCCNC(C1=C(C=C(C=C1)NC=1C=2N(C=CN1)C(=CN2)C=2C(=NN(C2)CC(F)(F)F)C(F)(F)F)CC)=O N-[2-(2-aminoethoxy)ethyl]-2-ethyl-4-[[3-[1-(2,2,2-trifluoroethyl)-3-(trifluoromethyl)pyrazol-4-yl]imidazo[1,2-a]pyrazin-8-yl]amino]benzamide formate